4-[(5S)-5-(3,5-difluorophenyl)-3-oxo-6,7-dihydro-3H-pyrrolo[2,1-c][1,2,4]triazol-2(5H)-yl]-N,N-dimethylbenzene-1-sulfonamide FC=1C=C(C=C(C1)F)[C@@H]1CCC2=NN(C(N21)=O)C2=CC=C(C=C2)S(=O)(=O)N(C)C